NCCSCC(=O)N[C@@H]1B(O[C@@H](CC1)CC(=O)O)O 2-((3R,6S)-3-(2-(2-aminoethylthio)acetamido)-2-hydroxy-1,2-oxaborinan-6-yl)acetic acid